C1(CC1)N1N=CC(=C1)C1=C(C=CC=C1Cl)Cl 1-cyclopropyl-4-(2,6-dichlorophenyl)-1H-pyrazole